9,10-bis(ethoxycarbonylpentadecamethyleneoxy)anthracene C(C)OC(=O)CCCCCCCCCCCCCCCOC=1C2=CC=CC=C2C(=C2C=CC=CC12)OCCCCCCCCCCCCCCCC(=O)OCC